NC=1C2=C(N=CN1)N1C(=C2C2=CC(=C(C=C2)OC2=NC(=CC=C2)C)F)N(CC1)C(=O)[O-] 4-amino-5-(3-fluoro-4-((6-methylpyridin-2-yl) oxy) phenyl)-7,8-dihydro-6H-imidazo[1',2':1,5]pyrrolo[2,3-d]pyrimidine-6-carboxylate